O(S(=O)(=O)C(F)(F)F)C=1C2=C(NC(C1)=O)SC=C2 6-oxo-6,7-dihydrothieno[2,3-b]Pyridin-4-yl triflate